8-Fluoro-2-azabicyclo[5.1.0]octane TFA salt OC(=O)C(F)(F)F.FC1C2CCCCNC12